CC1=NC=C(C=N1)NC(OC[C@H]1OC2=C(C1)C1=C(N=C(S1)C1=C3N=CC(=NC3=CC(=C1)C)OC)C=C2F)=O (S)-(5-fluoro-2-(2-methoxy-7-methylquinoxalin-5-yl)-7,8-dihydrobenzofuro[5,4-d]thiazol-7-yl)methyl (2-methylpyrimidin-5-yl)carbamate